4-(2,7-diazaspiro[3.5]nonan-7-yl)butyl 6-(5-(6-methylpyridin-2-yl)-1H-imidazol-4-yl)quinoline-3-carboxylate CC1=CC=CC(=N1)C1=C(N=CN1)C=1C=C2C=C(C=NC2=CC1)C(=O)OCCCCN1CCC2(CNC2)CC1